FC1=CC=C(C=C1)C1CN(CCN1)C(=O)OC(C)(C)C tert-butyl 3-(4-fluorophenyl)piperazine-1-carboxylate